C(=O)(OC(C)(C)C)NCCCO 3-(Boc-amino)-1-propanol